2-(4-(6-((4-cyano-2-fluorobenzyl)oxy)pyridin-2-yl)-2,5-difluorobenzyl)-1-(4,4-dimethyltetrahydrofuran-3-yl)-7-fluoro-1H-benzo[d]imidazole-6-carboxylic acid C(#N)C1=CC(=C(COC2=CC=CC(=N2)C2=CC(=C(CC3=NC4=C(N3C3COCC3(C)C)C(=C(C=C4)C(=O)O)F)C=C2F)F)C=C1)F